S1C2=C(C=C1C1C(C(OC1C1=C(C=CC=C1)Br)=O)=C)C=CC=C2 4-(benzo[b]thiophen-2-yl)-5-(2-bromophenyl)-3-methylenedihydrofuran-2(3H)-one